2-ethyl-N-(4-fluoro-3-methylphenyl)-5-(2-(((1s,4s)-4-hydroxy-1-methylcyclohexyl)amino)-2-oxoacetyl)-1,4-dimethyl-1H-pyrrole-3-carboxamide C(C)C=1N(C(=C(C1C(=O)NC1=CC(=C(C=C1)F)C)C)C(C(=O)NC1(CCC(CC1)O)C)=O)C